OC(=O)C(F)(F)F.COC1=CC=C(C=C1)N1CCC1 (4-methoxyphenyl)azetidine TFA salt